N=1N(N=CC1)C1=CC=C(C=N1)CN1C(C(N(C=C1)C12CC(C1)(C2)F)=O)=O 1-((6-(2H-1,2,3-triazol-2-yl)pyridin-3-yl)methyl)-4-(3-fluorobicyclo[1.1.1]pentan-1-yl)-1,4-dihydropyrazine-2,3-dione